1-(4-chlorophenyl)-N-methyl-N-[ethyl(2-methoxyethyl)sulfamoyl]-2,2,2-trifluoro-ethanamine ClC1=CC=C(C=C1)C(C(F)(F)F)N(S(N(CCOC)CC)(=O)=O)C